FC(CN1C(=NC=2C1=NC(=CC2)C=2C=CN1N=C(N=CC12)N[C@@H]1CC[C@H](CC1)C(=O)N(C)C)C)F Trans-4-((5-(3-(2,2-difluoroethyl)-2-methyl-3H-imidazo[4,5-b]pyridin-5-yl)pyrrolo[2,1-f][1,2,4]triazin-2-yl)amino)-N,N-dimethylcyclohexane-1-carboxamide